FC(C(=O)O)(F)F.ClC=1C(=NC(=NC1)NC1=C(C(=C(C=C1)OC)OC)F)NC=1C=CC2=C(NC(O2)=O)C1 5-(5-chloro-2-(2-fluoro-3,4-dimethoxyphenylamino)pyrimidin-4-ylamino)benzo[d]oxazol-2(3H)-one trifluoroacetate salt